[NH4+].N[C@@H](CCS)C(=O)[O-] L-homocysteine ammonium salt